O[C@@H]1CN(CC1)C=1SC2=C(N1)C=C(C=C2)NC(=O)C=2C=CC1=C(CCO1)C2 (S)-N-(2-(3-hydroxypyrrolidin-1-yl)benzo[d]thiazol-5-yl)-2,3-dihydrobenzofuran-5-carboxamide